C[C@H]1[C@@H]([C@H]([C@H]([C@@H](O1)OC[C@@H]2[C@H]([C@@H]([C@H]([C@@H](O2)OC3=CC4=C(C=C(C=C4[O+]=C3C5=CC=C(C=C5)O)O)O)O)O)O)O)O)O The molecule is an anthocyanin cation consisting of pelargonidin having a rutinosyl [6-deoxy-alpha-L-mannosyl-(1->6)-beta-D-glucosyl] residue attached at the 3-hydroxy position. It is an anthocyanin cation, a rutinoside and a disaccharide derivative. It is a conjugate acid of a pelargonidin 3-O-rutinoside betaine.